Yttrium (III) bromide [Br-].[Y+3].[Br-].[Br-]